CN(CC(=O)NC(C)C)CC=O 2-[METHYL(2-OXOETHYL)AMINO]-N-(PROPAN-2-YL)ACETAMIDE